1-(3-methyl-2-benzofuranyl)ethanone ethyl-2-methyl-5-oxo-6-(pyridin-4-ylmethyl)-5,6-dihydro-1,6-naphthyridine-3-carboxylate C(C)OC(=O)C=1C(=NC=2C=CN(C(C2C1)=O)CC1=CC=NC=C1)C.CC1=C(OC2=C1C=CC=C2)C(C)=O